OC12CCC(CC1)(C2)N2C1=NC(=NC=C1N(C2=S)C)NC=2C=C1N=CC=NC1=CC2C 9-(4-hydroxybicyclo[2.2.1]heptan-1-yl)-7-methyl-2-((7-methylquinoxalin-6-yl)amino)-7,9-dihydro-8H-purine-8-thione